5-bromo-1-(2-(1-(4-fluorobenzyl)-5-methyl-1H-pyrazol-4-yl)-2-oxoethyl)pyridin-2(1H)-one BrC=1C=CC(N(C1)CC(=O)C=1C=NN(C1C)CC1=CC=C(C=C1)F)=O